O2-benzyl O5-tert-butyl 3-vinyl-2,5-diazabicyclo[2.2.2]octane-2,5-dicarboxylate C(=C)C1N(C2CN(C1CC2)C(=O)OC(C)(C)C)C(=O)OCC2=CC=CC=C2